4-bromodibenzo[b,d]furan-3-ol BrC1=C(C=CC2=C1OC1=C2C=CC=C1)O